ClC=1N=CC2=C(N1)NC=C2Cl 2,5-dichloro-7H-pyrrolo[2,3-d]Pyrimidine